cyanomethylmethyl-(phenyl) dithiocarbamate C(N)(SC1=C(C=CC=C1)CCC#N)=S